C(#N)N1CCC(CC1)N1N=NC(=C1C)C1=CC=2N(C(=C1)OC(CO)C1=NC=C(C=C1F)F)C(=CN2)C#N 7-[1-(1-Cyano-4-piperidyl)-5-methyl-triazol-4-yl]-5-[1-(3,5-difluoro-2-pyridyl)-2-hydroxy-ethoxy]imidazo[1,2-a]pyridine-3-carbonitrile